FC12CC(C1)(C2)N2N=C1N(C2=O)[C@@H](CC1)C1=CC=C(C=C1)OC (S)-2-(3-fluorobicyclo[1.1.1]pentan-1-yl)-5-(4-methoxyphenyl)-2,5,6,7-tetrahydro-3H-pyrrolo[2,1-c][1,2,4]triazol-3-one